1-butyl-3-methylimidazole dicyano-amide salt C(#N)[N-]C#N.C(CCC)N1CN(C=C1)C